N-(3,5-dichloro-4-(3-isopropyl-4-methoxyphenoxy)phenyl)-2-(piperidin-4-yl)acetamide Hydrochloride Cl.ClC=1C=C(C=C(C1OC1=CC(=C(C=C1)OC)C(C)C)Cl)NC(CC1CCNCC1)=O